ClC=1C(=NC=CC1C1=NC(=C(C=C1)CNC[C@@H]1NC(CC1)=O)OC)C=1C(=C(C=CC1)NC(C1=NC=C(C(=C1)OC)CNCCO)=O)F (R)-N-(3-(3'-chloro-6-methoxy-5-((((5-oxopyrrolidin-2-yl)methyl)amino)methyl)-[2,4'-bipyridin]-2'-yl)-2-fluorophenyl)-5-(((2-hydroxyethyl)amino)methyl)-4-methoxypicolinamide